P(=O)(OCC1=CC=CC=C1)(OCC1=CC=CC=C1)O[C@H]([C@H](C)O)C dibenzyl [(1S,2S)-2-hydroxy-1-methyl-propyl] phosphate